1,2-di-palmitoyl-sn-glycero-3-phosphorylcholine C(CCCCCCCCCCCCCCC)(=O)OC[C@@H](OC(CCCCCCCCCCCCCCC)=O)COP(=O)(O)OCC[N+](C)(C)C